N-(2-(3-((2-((3S,4R)-3-fluoro-4-methoxypiperidin-1-yl)pyrimidin-4-yl)amino)-8-((2R,3S)-2-methyl-3-((methylsulfonyl)methyl)azetidin-1-yl)isoquinolin-5-yl)propan-2-yl)acrylamide F[C@H]1CN(CC[C@H]1OC)C1=NC=CC(=N1)NC=1N=CC2=C(C=CC(=C2C1)C(C)(C)NC(C=C)=O)N1[C@@H]([C@H](C1)CS(=O)(=O)C)C